tert-butyl (5S)-2-(3-chloro-4-hydroxy-phenyl)-5-methyl-piperidine-1-carboxylate ClC=1C=C(C=CC1O)C1N(C[C@H](CC1)C)C(=O)OC(C)(C)C